2-[1-[(2R)-2-(2-ethoxyphenyl)-2-(oxan-4-yloxy)ethyl]-5-methyl-6-(1,3-oxazol-2-yl)-2,4-dioxo-1H,2H,3H,4H-thieno[2,3-d]pyrimidin-3-yl]-2-methylpropanoic acid C(C)OC1=C(C=CC=C1)[C@H](CN1C(N(C(C2=C1SC(=C2C)C=2OC=CN2)=O)C(C(=O)O)(C)C)=O)OC2CCOCC2